2-(3,4-dichlorobenzoyl)-3-methyl-1,2,3,4,8,9-hexahydropyrido[4',3':3,4]pyrazolo[1,5-a]pyrazin-10(7H)-one ClC=1C=C(C(=O)N2CC=3C(=NN4C3C(NCC4)=O)CC2C)C=CC1Cl